5-(4-(di-p-tolylamino)phenyl)thiophene-2-carbaldehyde C1(=CC=C(C=C1)N(C1=CC=C(C=C1)C1=CC=C(S1)C=O)C1=CC=C(C=C1)C)C